ClC1=C(C=CC(=C1)OC(F)(F)F)C1(CCC1)O 1-(2-chloro-4-(trifluoromethoxy)phenyl)cyclobutan-1-ol